4,6-bis-anilino-1H-pyrrolo[2,3-d]pyrimidine N(C1=CC=CC=C1)C1=C2C(NC=N1)=NC(=C2)NC2=CC=CC=C2